decanyl isovalerate C(CC(C)C)(=O)OCCCCCCCCCC